CC1([C@@H](N2C(C[C@H]2S1)=O)C(=O)O)C (2S,5R)-3,3-dimethyl-7-keto-4-thia-1-azabicyclo[3.2.0]heptane-2-carboxylic acid